2-(5-bromo-1H-imidazol-2-yl)piperidine triisononyl-cyclohexane-1,2,4-tricarboxylate C(CCCCCC(C)C)OC(=O)C1C(CC(CC1)C(=O)OCCCCCCC(C)C)C(=O)OCCCCCCC(C)C.BrC1=CN=C(N1)C1NCCCC1